FC1=CC(=C(C=C1)N1N=C(C=C1CC(C)OC1COCCC1)C(=O)OCC)OC ethyl 1-(4-fluoro-2-methoxy-phenyl)-5-(2-tetrahydropyran-3-yloxypropyl)pyrazole-3-carboxylate